ClC=1C=C2C(=CC1)NC(C21CCN(CC1)CCOC1=CC(=C(C(=C1)C)S(=O)(=O)C)C)=O 5-chloro-1'-[2-(4-methanesulfonyl-3,5-dimethyl-phenoxy)ethyl]-1,2-dihydrospiro[indole-3,4'-piperidin]-2-one